N-[3-[([3-ethyl-1H-pyrazolo[3,4-b]pyridin-5-yl]oxy)methyl]-2,4-difluorophenyl]-5-fluoro-2-methoxypyridine-3-sulfonamide C(C)C1=NNC2=NC=C(C=C21)OCC=2C(=C(C=CC2F)NS(=O)(=O)C=2C(=NC=C(C2)F)OC)F